NC1=NC=CC=C1C1=NC=2C(=NC(=CC2)N2N=CC=C2)N1C=1C=C2CC[C@@H](C2=CC1)N1C=NC2=CC(=C(C=C2C1=O)C=O)OCC1=CC=CC=C1 3-[(1S)-5-[2-(2-aminopyridin-3-yl)-5-(pyrazol-1-yl)imidazo[4,5-b]pyridin-3-yl]-2,3-dihydro-1H-inden-1-yl]-7-(benzyloxy)-4-oxoquinazoline-6-carbaldehyde